4,4-Difluorocyclohexanecarboxylic acid chloromethyl ester ClCOC(=O)C1CCC(CC1)(F)F